methyl (2-(3-(5-((dicyclopropylmethyl)carbamoyl)-1H-pyrazol-3-yl)phenyl)oxazole-5-carbonyl)-L-valinate C1(CC1)C(C1CC1)NC(=O)C1=CC(=NN1)C=1C=C(C=CC1)C=1OC(=CN1)C(=O)N[C@@H](C(C)C)C(=O)OC